o-methoxyaniline COC1=CC=CC=C1N